4-isobutyl-2-(4-(oxazolo[4,5-b]pyridin-2-ylmethyl)piperazin-1-yl)benzonitrile C(C(C)C)C1=CC(=C(C#N)C=C1)N1CCN(CC1)CC=1OC=2C(=NC=CC2)N1